ClC1=NC=C(C=C1C(=O)NC1(CC1)C#N)OC[C@H](C)N(S(=O)(=O)C(F)(F)F)C 2-chloro-N-(1-cyanocyclopropyl)-5-[(2S)-2-[methyl-(trifluoromethylsulfonyl)amino]propoxy]pyridine-3-carboxamide